C(C(CCC(CC)O)O)O 1,2,5-heptanetriol